C(C)OC([C@@H](COC1CCO1)O)=O (2R)-2-hydroxy-3-(oxetan-4-yloxy)propionic acid ethyl ester